(2R)-N-(5-cyclopropyl-1,3,4-oxadiazol-2-yl)piperidine-2-carboxamide hydrochloride Cl.C1(CC1)C1=NN=C(O1)NC(=O)[C@@H]1NCCCC1